cis-2-(4-chloro-3-fluorophenoxy)-N-(4-(1-(4-chlorophenyl)-1H-pyrazol-4-yl)cyclohexyl)acetamide ClC1=C(C=C(OCC(=O)N[C@@H]2CC[C@@H](CC2)C=2C=NN(C2)C2=CC=C(C=C2)Cl)C=C1)F